5-(8-Oxa-3-azabicyclo[3.2.1]oct-3-yl)-1-methyl-1H-pyrazolo[4,3-b]pyridin-7-ol C12CN(CC(CC1)O2)C2=CC(=C1C(=N2)C=NN1C)O